NC=1SC(=CN1)CNC(C(=O)C=1N2CCCC2=C(C1Cl)C(=O)NC1=CC(=C(C=C1)F)Cl)=O 5-(2-(((2-aminothiazol-5-yl)methyl)amino)-2-oxoacetyl)-6-chloro-N-(3-chloro-4-fluorophenyl)-2,3-dihydro-1H-pyrrolizine-7-carboxamide